FC1(CC(C1)N)F 3,3-Difluorocyclobutan-1-amine